C(C)C1=C(C=CC(=C1)C)C 2-Ethyl-1,4-xylene